C1(CC1)NC1=NC(=NC(=C1C=O)C1=C(C=C(C=C1)F)C)S(=O)(=O)C 4-cyclopropylamino-6-(4-fluoro-2-methyl-phenyl)-2-methylsulfonyl-pyrimidine-5-carbaldehyde